C(C)(C)(C)OC(NCC1=NC2=C(N1)C=C(C(=C2)C)C(NC2(CC2)C2=CC=CC1=CC=CC=C21)=O)=O tert-butyl((5-methyl-6-((1-(naphthalen-1-yl)cyclopropyl)carbamoyl)-1H-benzo[d]imidazol-2-yl)methyl)carbamate